NC1=NC(N(C=C1)[C@@H]1O[C@@H]([C@H](C1)OP1(SCCS1)=S)CO[Si](C)(C)C(C)(C)C)=O 4-amino-1-((2R,4S,5R)-5-(((tert-butyldimethylsilyl)oxy)methyl)-4-((2-sulfido-1,3,2-dithiaphospholan-2-yl)oxy)tetrahydrofuran-2-yl)pyrimidin-2(1H)-one